2-(4-(Hydroxymethyl)phenyl)-5,7-dimethyl-6-phenyl-2,6-dihydro-1H-pyrrolo[3,4-d]pyridazin-1-one OCC1=CC=C(C=C1)N1N=CC=2C(C1=O)=C(N(C2C)C2=CC=CC=C2)C